FC1=CC(=C(C=C1)C1=CC(=CC=C1)C1=NC2=C(N1)C=CC(=C2)CN[C@H]2[C@H](CCC2)O)C2=NN=CN2C (1S,2R)-2-(((2-(4'-Fluoro-2'-(4-methyl-4H-1,2,4-triazol-3-yl)-[1,1'-biphenyl]-3-yl)-1H-benzo[d]imidazol-5-yl)methyl)amino)cyclopentan-1-ol